O(N1C2=CC=CC=C2OC=2C=CC=CC12)N1C2=CC=CC=C2OC=2C=CC=CC12 10,10'-oxo-bis-phenoxazine